1-(1-(7,8-Difluoro-1-oxo-1,2-dihydroisoquinolin-4-yl)ethyl)-3-(2,3-difluorophenyl)-1-methylurea FC1=CC=C2C(=CNC(C2=C1F)=O)C(C)N(C(=O)NC1=C(C(=CC=C1)F)F)C